4-(1-(1-acryloylpyrrolidin-3-yl)-5-aminoimidazo[1,5-c]pyrimidin-3-yl)-N-(pyridin-2-yl)benzamide C(C=C)(=O)N1CC(CC1)C=1N=C(N2C(=NC=CC21)N)C2=CC=C(C(=O)NC1=NC=CC=C1)C=C2